(E)-N-(4-(1H-imidazol-4-yl)phenyl)-3-(3,4-dihydroxyphenyl)-N-(3,5-dimethoxybenzyl)acrylamide hydrochloride Cl.N1C=NC(=C1)C1=CC=C(C=C1)N(C(\C=C\C1=CC(=C(C=C1)O)O)=O)CC1=CC(=CC(=C1)OC)OC